CN(C/C=C/C(=O)N1CCOC2=C3C(=NC=NC3=CC=C21)NC2=CC=C(C=C2)OC2=CC(=CC=C2)Cl)C (E)-4-(dimethylamino)-1-(10-((4-(3-chlorophenoxy)phenyl)amino)-2,3-dihydro-4H-[1,4]oxazino[2,3-f]quinazolin-4-yl)but-2-en-1-one